((4-((tert-butoxycarbonyl)(methyl)amino)butyl)azanediyl)bis(hexane-6,1-diyl) bis(2-hexyldecanoate) C(CCCCC)C(C(=O)OCCCCCCN(CCCCCCOC(C(CCCCCCCC)CCCCCC)=O)CCCCN(C)C(=O)OC(C)(C)C)CCCCCCCC